N1(C=NC=C1)CC1=CC=C2CCN(CC2=C1)C(=O)C1=C(C=C(C=C1O)C(F)F)OCC1=CC=CC=C1 (7-((1H-Imidazol-1-yl)methyl)-3,4-dihydroisoquinolin-2(1H)-yl)(2-(benzyloxy)-4-(difluoromethyl)-6-hydroxyphenyl)methanone